6-(3,6-dihydro-2H-pyran-4-yl)-N-((R)-1-phenylethyl)-2,3,4,9-tetrahydro-1H-carbazol O1CCC(=CC1)C=1C=C2C=3CCCCC3N(C2=CC1)[C@H](C)C1=CC=CC=C1